ClC1=C(OC2=C(C=C(C=C2)C2C=3C(NC(C2)=O)=NNC3)OC)C=CC=C1 4-[4-(2-Chlorophenoxy)-3-methoxyphenyl]-2H,4H,5H,6H,7H-pyrazolo[3,4-b]pyridin-6-one